N1(CCOCC1)C1=CC=C(C=C1)NC1=NC=C2C(=N1)N(N=C2)CC2=CC=C(C=C2)NC(C=CC)=O N-(4-((6-((4-morpholinylphenyl)amino)-1H-pyrazolo[3,4-d]pyrimidin-1-yl)methyl)phenyl)but-2-enamide